C(C)(C)(C)OC(=O)N1C[C@H](CC1)OC(NC1=CC=C(C=C1)CCCCCCCCCC)=O.C1(CCCCC1)NC(=O)OC1CC(NC(C1)(C)C)(C)C 4-(cyclohexylcarbamoyloxy)-2,2,6,6-tetramethyl-piperidine Tert-butyl-(S)-3-(((4-decylphenyl)carbamoyl)oxy)pyrrolidine-1-carboxylate